C(C)N(CCCOC(=O)OC(CCC(=O)OC(CCCCCCCCCCCCCCC(=O)[O-])CCCCCCCCCCCCCCC(=O)[O-])CCCCCCCCCCCC)C 2-((4-(((3-(ethyl(methyl)amino)propoxy)carbonyl)oxy)hexadecanoyl)oxy)propane-1,3-diylditetradecanoate